C(C)(=O)[O-].[La+3].O.[N+](=O)([O-])[O-].[La+3] lanthanum nitrate hydrate lanthanum acetate